(R)-1-(9-fluoro-1,3,4,5-tetrahydrobenzo[c]oxazepin-1-yl)-N-methyl-methylamine FC1=CC=CC2=C1N(OCCC2)CNC